C(CCCC\C=C/C\C=C/C\C=C/C\C=C/CC)(=O)O.CC(COC(C)CO)O dipropylene glycol stearidonate